ClC1=NC=2N(C=C1)N=C(C2)C=2C=C(C#N)C=CC2 3-(5-chloropyrazolo[1,5-a]pyrimidin-2-yl)benzonitrile